4-methoxythieno[3,2-c]Pyridine-2-carboxylic acid ethyl ester C(C)OC(=O)C1=CC=2C(=NC=CC2S1)OC